ClC1=C(C=CC=C1)C=1CC[C@H](N1)C(=O)OC methyl (S)-5-(2-chlorophenyl)-3,4-dihydro-2H-pyrrole-2-carboxylate